C1(CC1)S(=O)(=O)NC=1SC=C(N1)C(C(=O)NC1=C(C=C(C=C1)C=1C=NC=CC1)F)(C)C 2-(2-(cyclopropanesulfonylamino)thiazol-4-yl)-N-(2-fluoro-4-(pyridin-3-yl)phenyl)-2-methylpropanamide